COCC1=NN2C(N=CC=C2C(=O)NCC2=CC=C(C=C2)C)=C1C(=O)N 2-(Methoxymethyl)-N7-(p-tolylmethyl)pyrazolo[1,5-a]pyrimidine-3,7-dicarboxamide